barium strontium ruthenium trioxide [Ru](=O)(=O)=O.[Sr].[Ba]